(R)-N'-(4-fluoro-2,6-diisopropylphenylcarbamoyl)-2-(2-hydroxypropan-2-yl)thiazole-5-sulfonimidamide FC1=CC(=C(C(=C1)C(C)C)NC(=O)N=[S@](=O)(N)C1=CN=C(S1)C(C)(C)O)C(C)C